C(C)(C)N1CCN(CC1)C=1C(=NC=CC1)[N+](=O)[O-] 1-isopropyl-4-(2-nitropyridin-3-yl)piperazine